C1(=CC=CC=C1)C(C1=CC=CC=C1)OC(CCCCCCCCCCCCCC)=O pentadecanoic acid-1,1-diphenylmethyl ester